Methyl 3-(N-(1,2,3,5,6,7-hexahydro-s-indacen-4-ylcarbamoyl)sulfamoyl)benzoate C1CCC2=C(C=3CCCC3C=C12)NC(=O)NS(=O)(=O)C=1C=C(C(=O)OC)C=CC1